FC=1C=C(C#N)C=CC1C([2H])([2H])OC1=NC(=CC=C1)C1CCNCC1 3-fluoro-4-(((6-(piperidin-4-yl)pyridin-2-yl)oxy)methyl-d2)benzonitrile